CC1=NOC(=C1C1=CC2=C(N(C(=N2)[C@@H]2CCCC(N2C=2SC=CN2)=O)[C@H]2CC3=C(N=C(S3)C)CC2)C=C1)C (S)-6-(5-(3,5-Dimethylisoxazol-4-yl)-1-((R)-2-methyl-4,5,6,7-tetrahydrobenzo[d]thiazol-6-yl)-1H-benzo[d]imidazol-2-yl)-1-(thiazol-2-yl)-piperidin-2-one